8-(3-chloro-2-methylphenyl)-9-(3-fluoro-4-((1-(3-fluoropropyl)azetidin-3-yl)methyl)phenyl)-6,7-dihydro-5H-benzo[7]annulene-3-carboxylic acid ClC=1C(=C(C=CC1)C=1CCCC2=C(C1C1=CC(=C(C=C1)CC1CN(C1)CCCF)F)C=CC(=C2)C(=O)O)C